C[C@H]1C(C[C@@H](NC1)C1=CC=CC=C1)O (2R,5R)-5-methyl-2-phenyl-Piperidin-4-Ol